N-[(1R)-1-[3-(1,3-Dimethylpyrazol-4-yl)-5-methoxy-phenyl]ethyl]-2-methyl-5-piperazin-1-yl-benzamide CN1N=C(C(=C1)C=1C=C(C=C(C1)OC)[C@@H](C)NC(C1=C(C=CC(=C1)N1CCNCC1)C)=O)C